C1(=CC=CC=C1)N(C1=CC=C(C=C1)N1C(C=CC1=O)=O)C1=CC=C(C=C1)N1C(C=CC1=O)=O N,N'-[(phenylimino)bis(4,1-phenylene)]bismaleimide